3-[1-(4-aminophenyl)-6-morpholino-benzimidazol-2-yl]pyridin-2-amine NC1=CC=C(C=C1)N1C(=NC2=C1C=C(C=C2)N2CCOCC2)C=2C(=NC=CC2)N